1-(2-((2S,4R)-2-(3-(3-chlorophenyl)-1,2,4-thiadiazol-5-ylcarbamoyl)-4-fluoropyrrolidin-1-yl)-2-oxoethyl)-5-(pyridazin-4-yl)-1H-indazole-3-carboxamide ClC=1C=C(C=CC1)C1=NSC(=N1)NC(=O)[C@H]1N(C[C@@H](C1)F)C(CN1N=C(C2=CC(=CC=C12)C1=CN=NC=C1)C(=O)N)=O